C1(CCCCC1)NSC=1SC2=C(N1)C=CC=C2 N-Cyclohexyl-2-benzothiazol-sulfenamid